4-(6-(N-(1-(2-Cyclohexyl-5-methylphenoxy)cyclopropancarbonyl)sulfamoyl)pyridin-2-yl)piperazin C1(CCCCC1)C1=C(OC2(CC2)C(=O)NS(=O)(=O)C2=CC=CC(=N2)N2CCNCC2)C=C(C=C1)C